OCCCCCCC1C(CCCCCCCC(=O)OC(CO)CO)O1 1,3-dihydroxypropan-2-yl 9,10-epoxy-16-hydroxyhexadecanoate